6-((4,6-dimethyl-pyrimidin-2-yl)amino)-N-ethoxy-4-((4-ethynyl-2-(N-methyl-methane-sulfonamido)phenyl)amino)-nicotinamide CC1=NC(=NC(=C1)C)NC1=NC=C(C(=O)NOCC)C(=C1)NC1=C(C=C(C=C1)C#C)N(S(=O)(=O)C)C